(22e,24r)-5α-ergosta-2,22-dien-6-one CC(C)[C@@H](C)\C=C\[C@@H](C)[C@H]1CC[C@H]2[C@@H]3CC([C@H]4CC=CC[C@]4(C)[C@H]3CC[C@]12C)=O